2-chloro-8-methoxy-9,9-dimethyl-6,7,8,9-tetrahydropyrazolo[1,5-a]pyrido[2,3-e]pyrimidine ClC1=NN2C(N=CC3=C2C(C(CN3)OC)(C)C)=C1